ClC1=C(C=CC=C1)C(C(=O)N1CCCC1)=O 1-o-chlorophenyl-2-(pyrrolidin-1-yl)ethane-1,2-dione